C(C#C)N1C(C=CC1=O)=O (prop-2-yn-1-yl)-1H-pyrrole-2,5-dione